P([O-])([O-])=O.[Cr+2] chromium(II) phosphonate